O1C(=CC=C1)B(O)O furylboronic acid